C(CCCCCCCCCCC)(=O)OOC(CCCCCCCCCCC)=O di(dodecanoyl) peroxide